CN(CCOC1=CC(=C(C(=O)OC)C=C1)C(F)(F)F)C methyl 4-[2-(dimethylamino)ethoxy]-2-(trifluoromethyl)benzoate